6-fluoro-4-[2-fluoro-6-methyl-4-(1-methylpyrazol-4-yl)phenyl]sulfonyl-5-methyl-2,3-dihydro-1H-quinoxaline FC=1C(=C2N(CCNC2=CC1)S(=O)(=O)C1=C(C=C(C=C1C)C=1C=NN(C1)C)F)C